C1(=CC=CC2=CC=CC=C12)[C@@H]1C[C@@](CC1)(C(=O)O)CCC cis-3-(naphthalen-1-yl)-1-propylcyclopentane-1-carboxylic acid